FC1=C(C#N)C(=CC(=C1F)O)C(C)C 2,3-Difluoro-4-hydroxy-6-isopropylbenzonitrile